3-cyclohexyl-1-(6-(2-(benzoyloxyimino)hexanoyl)-9-ethyl-9H-carbazole-3-yl)-propan-1,2-dione-2-(O-benzoyloxime) C(C1=CC=CC=C1)(=O)ON=C(C(=O)C=1C=CC=2N(C3=CC=C(C=C3C2C1)C(C(CCCC)=NOC(C1=CC=CC=C1)=O)=O)CC)CC1CCCCC1